C(#N)C=1C(=NC(=CC1C)C)C cyano-2,4,6-trimethylpyridine